N-[(3-amino-2-methylquinoxalin-6-yl)methyl]-N-(1,3-benzothiazol-7-yl)pyridine-3-carboxamide NC=1C(=NC2=CC=C(C=C2N1)CN(C(=O)C=1C=NC=CC1)C1=CC=CC=2N=CSC21)C